3-(4-isopropylphenyl)-2-methylpropionate C(C)(C)C1=CC=C(C=C1)CC(C(=O)[O-])C